C1(CC1)N1C(=NN=C1)C1=CC=CC(=N1)N1C(C2=CC(=C(C=C2C1)C(=O)N1CCCC1)C=1C=NC=CC1)=O 2-(6-(4-cyclopropyl-4H-1,2,4-triazol-3-yl)pyridin-2-yl)-6-(pyridin-3-yl)-5-(pyrrolidine-1-carbonyl)isoindolin-1-one